7-(4-chlorobenzyl)-8-(3-(difluoromethoxy)phenoxy)-3-ethyl-1-(3-hydroxypropyl)-1H-purine-2,6(3H,7H)-dione ClC1=CC=C(CN2C(=NC=3N(C(N(C(C23)=O)CCCO)=O)CC)OC2=CC(=CC=C2)OC(F)F)C=C1